NC1=NN=C2N1C(=CC(=C2)C2CCN(CC2)C(C(C)C)=O)C2=CC=C(C=C2)C2=C(C(N(C(N2C(C)C)=O)C2=NC=CC=C2)=O)C(=O)N (4-(3-amino-7-(1-isobutyrylpiperidin-4-yl)-[1,2,4]triazolo[4,3-a]pyridin-5-yl)phenyl)-1-isopropyl-2,4-dioxo-3-(pyridin-2-yl)-1,2,3,4-tetrahydropyrimidine-5-carboxamide